1,2,4-trimethyl-N-(3,4,5-trifluorophenyl)-1H-pyrrole-3-formamide CN1C(=C(C(=C1)C)C(=O)NC1=CC(=C(C(=C1)F)F)F)C